N(=[N+]=[N-])[C@@H]1O[C@@H]([C@H]([C@@H]([C@H]1NC(C)=O)O)O)CO N-((2R,3R,4R,5S,6R)-2-azido-4,5-dihydroxy-6-(hydroxymethyl)tetrahydro-2H-pyran-3-yl)acetamide